ClC1=C(C=CC=C1)N1CCN(C2=CC=CC=C12)C(C(C)N1CCN(CC1)C)=O 1-(4-(2-Chlorophenyl)-3,4-dihydroquinoxalin-1(2H)-yl)-2-(4-methylpiperazin-1-yl)propan-1-one